2-((6-(4-amino-4-(hydroxymethyl)piperidin-1-yl)-3,5-dicyano-4-ethylpyridin-2-yl)thio)-2-phenylacetamide trifluoroacetate salt FC(C(=O)O)(F)F.NC1(CCN(CC1)C1=C(C(=C(C(=N1)SC(C(=O)N)C1=CC=CC=C1)C#N)CC)C#N)CO